C1(CCCCC1)N1C(=NN=C1SCC1=CC=C(C=C1)OC(F)F)C1=CC=C(N(C)C)C=C1 4-(4-cyclohexyl-5-((4-(difluoromethoxy)benzyl)thio)-4H-1,2,4-triazol-3-yl)-N,N-dimethylaniline